N-((2,4-diisopropyl-6-(trifluoromethyl)pyridin-3-yl)carbamoyl)-6,6-dimethyl-6,7-dihydro-5H-pyrazolo[5,1-b][1,3]oxazine-3-sulfonamide C(C)(C)C1=NC(=CC(=C1NC(=O)NS(=O)(=O)C=1C=NN2C1OCC(C2)(C)C)C(C)C)C(F)(F)F